(R)-4-(7-(4-Chloro-2-fluoro-3-(trifluoromethyl)benzoyl)-2-(isopropylamino)-6-methyl-4-oxo-5,6,7,8-tetrahydropyrido[3,4-d]pyrimidin-3(4H)-yl)-N-methylbenzamide ClC1=C(C(=C(C(=O)N2CC=3N=C(N(C(C3C[C@H]2C)=O)C2=CC=C(C(=O)NC)C=C2)NC(C)C)C=C1)F)C(F)(F)F